C(CO)(=O)SC1=C(C(=CC=C1)Br)C S-(3-bromo-2-methylphenyl) thioglycolate